[Sn].CS(=O)(=O)O (methanesulfonic acid) tin